COC(=O)C1=NC(=C(C=C1[N+](=O)[O-])C(F)(F)F)NC(CCC=C)C(C)C 6-(1-Isopropylpent-4-enylamino)-3-nitro-5-(trifluoromethyl)pyridine-2-carboxylic acid methyl ester